4-(3-(piperazine-1-carbonyl)-1-(p-tolyl)-1H-pyrazol-5-yl)benzonitrile N1(CCNCC1)C(=O)C1=NN(C(=C1)C1=CC=C(C#N)C=C1)C1=CC=C(C=C1)C